O1C=CC2=NC(=CC=C21)CN2C(C1=CC=C(C=C1C=N2)S(=O)(=O)C=2N=C(SC2)C(C)OC)=O 2-(furo[3,2-b]pyridin-5-ylmethyl)-6-((2-(1-methoxyethyl)thiazol-4-yl)sulfonyl)phthalazin-1(2H)-one